rac-tert-butyl (2-((3R,4S)-3-((tert-butoxycarbonyl)amino)tetrahydro-2H-pyran-4-yl)-5-chloro-3-iodothieno[3,2-b]pyridin-7-yl)(thiophen-2-ylmethyl)carbamate C(C)(C)(C)OC(=O)N[C@H]1COCC[C@@H]1C1=C(C2=NC(=CC(=C2S1)N(C(OC(C)(C)C)=O)CC=1SC=CC1)Cl)I |r|